C1(CC1)CNC[C@@H](C(=O)N1CCN(CC1)C=1C2=C(N=CN1)[C@@H](C[C@H]2C)O)C2=CC(=C(C=C2)C(F)(F)F)F (S)-3-(cyclopropylmethylamino)-2-(3-fluoro-4-(trifluoromethyl)phenyl)-1-(4-((5R,7R)-7-hydroxy-5-methyl-6,7-dihydro-5H-cyclopenta[d]pyrimidin-4-yl)piperazin-1-yl)propan-1-one